FC(C(=O)[O-])(F)F.FC(C1(CC1)C1=CC=C(C=C1)C1C[NH2+]C1)(F)F 3-[4-[1-(trifluoromethyl)cyclopropyl]phenyl]azetidinium trifluoroacetate salt